NC=1C(=C(C2=C(OCCO2)C1)F)C(CCl)=O 1-(7-amino-5-fluoro-2,3-dihydrobenzo[b][1,4]dioxin-6-yl)-2-chloroethan-1-one